FC1CC(N(C1)C(CN1CCC(CC1)OC1=CC=NC2=CC=C(C=C12)OC)=O)C#N 4-fluoro-1-(2-(4-((6-methoxyquinolin-4-yl)oxy)piperidin-1-yl)acetyl)pyrrolidine-2-carbonitrile